C(#N)NS(=O)(=O)C1=CC=C(C=C1)C1=C(C=CC=C1)OC1=CC=C(C=C1)C(F)(F)F N-cyano-4-[2-[4-(trifluoromethyl)phenoxy]phenyl]benzenesulfonamide